1-(2-chloroethyl)-4-[5-methyl-1-[4-(trifluoromethyl)phenyl]pyrazol-3-yl]piperazine ClCCN1CCN(CC1)C1=NN(C(=C1)C)C1=CC=C(C=C1)C(F)(F)F